4-(2-oxaspiro[3.3]heptan-6-ylamino)-2-[[(1R,3R)-3-(5,6,7,8-tetrahydroimidazo[1,2-a]pyridin-3-yl)cyclohexyl]amino]pyrimidine-5-carbonitrile C1OCC12CC(C2)NC2=NC(=NC=C2C#N)N[C@H]2C[C@@H](CCC2)C2=CN=C1N2CCCC1